C(CC=C)N1N=CC(=C1)N 1-but-3-enylpyrazol-4-amine